(2S,5R)-2-(N-(2-(guanidinooxy) acetyl) carbamimidoyl)-7-oxo-1,6-diazabicyclo[3.2.1]octan-6-yl hydrogen sulfate S(=O)(=O)(ON1[C@@H]2CC[C@H](N(C1=O)C2)C(NC(CONC(=N)N)=O)=N)O